1,3,5-tris(4-carboxyphenyl-ethynyl)benzene C(=O)(O)C1=CC=C(C=C1)C#CC1=CC(=CC(=C1)C#CC1=CC=C(C=C1)C(=O)O)C#CC1=CC=C(C=C1)C(=O)O